C(CC)S(=O)(=O)ON=C1SC=CC1 2-(((propylsulfonyl)oxy)imino)thiophene